O1CCN(CC1)S(=O)(=O)CCNC1=NC(N(C2=CC(=CC=C12)C(F)(F)F)C1=C(C=CC=C1)C)=O 4-((2-(morpholinosulfonyl)ethyl)amino)-1-(o-tolyl)-7-(trifluoromethyl)-quinazolin-2(1H)-one